acryloyloxytetradecyldifluoromethylsilane C(C=C)(=O)OCCCCCCCCCCCCCC[SiH2]C(F)F